BrC=1C=C(C=C(C1)F)C1=NN=C2N1C1=CC(=C(C=C1C(=N2)NC)F)Cl (3-bromo-5-fluorophenyl)-8-chloro-7-fluoro-N-methyl-[1,2,4]triazolo[4,3-a]quinazolin-5-amine